C[Si](OC)(OC)CCCN(C)CCC[Si](C)(OC)OC bis[(methyldimethoxysilyl)propyl]-N-methylamine